(R)-2-(6'-amino-5'-((1-isopropyl-1H-pyrazol-4-yl)oxy)-4-(2-methylpyrrolidin-1-yl)-[2,3'-bipyridin]-6-yl)propan-2-ol NC1=C(C=C(C=N1)C1=NC(=CC(=C1)N1[C@@H](CCC1)C)C(C)(C)O)OC=1C=NN(C1)C(C)C